FC1CNCCC1C#CC1=CC=C(C2=CC=CC=C12)[C@@H](C)NC(=O)C=1C=C(C=CC1C)NC1CN(C1)C(=O)OC(C)(C)C tert-butyl 3-((3-(((1R)-1-(4-((3-fluoropiperidin-4-yl)ethynyl)naphthalen-1-yl)ethyl)carbamoyl)-4-methylphenyl)amino)azetidine-1-carboxylate